ClC[C@@H](COC1=C(C=C(C=C1)C(C)(C)C1=CC=C(C=C1)OC[C@H](CN1C=NC=C1)O)I)O (R)-1-chloro-3-(4-(2-(4-((S)-2-hydroxy-3-(1H-imidazol-1-yl)propoxy)phenyl)propan-2-yl)-2-iodophenoxy)propan-2-ol